(4-(4-(6-((5-fluoro-4-(7'-fluoro-2'-methylspiro[cyclopentane-1,3'-indol]-5'-yl)pyrimidin-2-yl)amino)pyridin-3-yl)piperidin-1-yl)phenyl)methanol FC=1C(=NC(=NC1)NC1=CC=C(C=N1)C1CCN(CC1)C1=CC=C(C=C1)CO)C=1C=C2C3(C(=NC2=C(C1)F)C)CCCC3